ClC1=CC(=CC=2N1N=C(N2)CC)Cl 5,7-dichloro-2-ethyl-[1,2,4]triazolo[1,5-a]pyridine